4-amino-1-((2R,5S)-5-(((tert-butyldimethylsilyl)oxy)methyl)-2,5-dihydrofuran-2-yl)-5-fluoropyrimidin-2(1H)-one NC1=NC(N(C=C1F)[C@@H]1O[C@@H](C=C1)CO[Si](C)(C)C(C)(C)C)=O